C(#N)C1=C(C(=CC=C1)N1CCN(CC1)C(C)C)NC(=O)N1CC(C1)(C)C1=NOC(=N1)[C@H]1[C@H](C1)F N-(2-cyano-6-(4-isopropylpiperazin-1-yl)phenyl)-3-(5-((1S,2S)-2-fluorocyclopropyl)-1,2,4-oxadiazol-3-yl)-3-methylazetidine-1-carboxamide